tert-butyl 3-(3-(methylsulfonyl)phenyl)azetidine-1-carboxylate CS(=O)(=O)C=1C=C(C=CC1)C1CN(C1)C(=O)OC(C)(C)C